5-(4-ethyl-piperazine-1-ylmethyl)-pyridine-2-amine C(C)N1CCN(CC1)CC=1C=CC(=NC1)N